C1(CCCC1)CC1=CC=C(C=C1)C=1NC=2N(C(C1)=O)N=C(C2C(=O)N2C(C(C2)CF)C)C2=NC=CN=C2 5-[4-(cyclopentylmethyl)phenyl]-2-pyrazin-2-yl-3-[3-(fluoromethyl)-2-methyl-azetidine-1-carbonyl]-4H-pyrazolo[1,5-a]pyrimidin-7-one